(E)-tert-butyldimethyl((3-(4-nitrophenyl)allyl)oxy)silane C(C)(C)(C)[Si](OC\C=C\C1=CC=C(C=C1)[N+](=O)[O-])(C)C